1-chloro-2-fluoro-3-nitro-5-vinylbenzene ClC1=C(C(=CC(=C1)C=C)[N+](=O)[O-])F